C(C)OC(=O)N1C2COCC1CC(C2)N2CCC1(CC2)C(NC2=CC=CC=C21)=O 7-(2-oxo-1,2-dihydro-1'h-spiro[indol-3,4'-piperidine]-1'-yl)-3-oxa-9-azabicyclo[3.3.1]nonane-9-carboxylic acid ethyl ester